OCC1=CC=NC(=C1)C(F)(F)F 4-(hydroxymethyl)-6-(trifluoromethyl)pyridin